1-[6-(2,2-difluoro-7-methyl-[1,3]dioxolo[4,5-f]benzimidazol-6-yl)-5-ethylsulfanyl-3-pyridyl]cyclopropanecarbonitrile FC1(OC=2C(=CC3=C(N(C(=N3)C3=C(C=C(C=N3)C3(CC3)C#N)SCC)C)C2)O1)F